1-methylpropan CCCC